C(#N)C=1C=C(C=CC1)C=1N(C(=C(N1)C)C(=O)NC1=CC=CC=C1)OC 2-(3-cyanophenyl)-1-methoxy-4-methyl-N-phenyl-1H-imidazole-5-carboxamide